CC(C)(C)S(=O)NC(C)C1=CN=NC=C1C 2-methyl-N-(1-(5-methylpyridazin-4-yl)ethyl)propane-2-sulfinamide